t-butyl (2R,4S)-4-fluoro-2-((3-(2-((3-methoxy-1-methyl-1H-pyrazol-4-yl)amino)pyrimidin-4-yl)-1H-indol-7-yl)carbamoyl)-[1,3'-bipyrrolidine]-1'-carboxylate F[C@H]1C[C@@H](N(C1)C1CN(CC1)C(=O)OC(C)(C)C)C(NC=1C=CC=C2C(=CNC12)C1=NC(=NC=C1)NC=1C(=NN(C1)C)OC)=O